(S)-quinuclidin-3-yl (7-(4-butylphenyl)-6-fluoro-3,3-dimethylchroman-4-yl)carbamate C(CCC)C1=CC=C(C=C1)C1=C(C=C2C(C(COC2=C1)(C)C)NC(O[C@@H]1CN2CCC1CC2)=O)F